3-fluorophenyl-cyclopropane tert-Butyl-(1R,3S,5R)-5-methyl-3-((3-methyl-6-(trifluoromethyl)pyridin-2-yl)carbamoyl)-2-azabicyclo[3.1.0]hexane-2-carboxylate C(C)(C)(C)OC(=O)N1[C@@H]2C[C@@]2(C[C@H]1C(NC1=NC(=CC=C1C)C(F)(F)F)=O)C.FC=1C=C(C=CC1)C1CC1